3-(6-aminopyridin-3-yl)-1-cyclopropyl-1H-pyrazolo[3,4-d]Pyrimidine-4-amine NC1=CC=C(C=N1)C1=NN(C2=NC=NC(=C21)N)C2CC2